1-hexadecyl-3-butylimidazole C(CCCCCCCCCCCCCCC)N1CN(C=C1)CCCC